FC1=CC=C(C=N1)N1S(C(CC1)(C)C)(=O)=O 2-(6-fluoropyridin-3-yl)-5,5-dimethylisothiazolidine 1,1-dioxide